2-(4-isopropyl-5-(8-methoxy-[1,2,4]triazolo[1,5-a]pyridin-6-yl)-1H-pyrazol-3-yl)-N-methyl-N-(3,3,3-trifluoropropyl)-4,5,6,7-tetrahydrobenzo[d]thiazol-6-amine C(C)(C)C=1C(=NNC1C=1C=C(C=2N(C1)N=CN2)OC)C=2SC1=C(N2)CCC(C1)N(CCC(F)(F)F)C